N,N,N',N'-tetramethyldecane-1,10-diamine CN(CCCCCCCCCCN(C)C)C